C(CCCCCCCCCCCCCCCC)(=O)OC[C@@H](OC(CCC\C=C/C\C=C/C\C=C/C\C=C/CCCCC)=O)COP(=O)(O)O 1-heptadecanoyl-2-(5Z,8Z,11Z,14Z-arachidonoyl)-sn-glycero-3-phosphate